(1S,2S)-N-(7-chloro-6-(1-(3R-methyltetrahydrofuran-3-yl)piperidin-4-yl)isoquinolin-3-yl)-2-(pyridin-2-yl)cyclopropane-1-carboxamide ClC1=C(C=C2C=C(N=CC2=C1)NC(=O)[C@@H]1[C@H](C1)C1=NC=CC=C1)C1CCN(CC1)[C@]1(COCC1)C